C(C)OC(C(C(O)C=1OC=C(C1)C1=CN(C2=C(C=CC=C12)F)C(=O)OC(C)(C)C)(F)F)=O difluoro-3-(4-(1-Boc-7-fluoro-1H-indol-3-yl)furan-2-yl)-3-hydroxypropionic acid ethyl ester